6-(4-(4,4,5,5-tetramethyl-1,3,2-dioxaborolan-2-yl)phenyl)cyclohexane-1-carboxylic acid CC1(OB(OC1(C)C)C1=CC=C(C=C1)C1CCCCC1C(=O)O)C